tert-butyl 5-amino-2-(6-chloro-3-oxo-1H-pyrrolo[3,4-c]pyridin-2(3H)-yl)-5-oxopentanoate NC(CCC(C(=O)OC(C)(C)C)N1C(C=2C=NC(=CC2C1)Cl)=O)=O